C(#N)C1=C(C=C(C=C1)CC(=O)OC)C1CC1 methyl (4-cyano-3-cyclopropylphenyl)acetate